1,2,5-tris(1,1-dimethylpropyl)benzene CC(CC)(C)C1=C(C=CC(=C1)C(CC)(C)C)C(CC)(C)C